C(C)C1(C(OC1)C)CCC[Si](OCC)(OCC)C 3-ethyl-3-[3'-(methyldiethoxysilyl)propyl]methyloxetane